(1S,10S)-1-amino-10-ethyl-5,5-difluoro-10-hydroxy-1,2,3,10,13,16-hexahydro-11H,14H-benzo[de][1,3]dioxolo[4,5-g]pyrano[3',4':6,7]indolizino[1,2-b]quinoline-11,14-dione N[C@H]1CCC=2C=3C1=C1C(=NC3C=C3C2OC(O3)(F)F)C3=CC2=C(C(N3C1)=O)COC([C@]2(O)CC)=O